1-((3s,4r)-4-(3,4-difluorophenyl)-1-(2-methoxyethyl)pyrrolidin-3-yl)-3-(1-methyl-3-(pyridin-4-yl)-1H-pyrazol-5-yl)urea FC=1C=C(C=CC1F)[C@H]1[C@@H](CN(C1)CCOC)NC(=O)NC1=CC(=NN1C)C1=CC=NC=C1